tert-butyl 2-[2-(4-{4-amino-3-[4-(difluoromethanesulfonamido)-3-[(1S)-1-(4-fluoro phenyl)ethoxy]phenyl]-1-methyl-1H-pyrazolo[4,3-c]pyridin-7-yl}-1H-pyrazol-1-yl)ethoxy]acetate NC1=NC=C(C2=C1C(=NN2C)C2=CC(=C(C=C2)NS(=O)(=O)C(F)F)O[C@@H](C)C2=CC=C(C=C2)F)C=2C=NN(C2)CCOCC(=O)OC(C)(C)C